BrC1=CC=C(C2=C1NC=N2)C(=O)N2CCN1C(=NC=3CCN(C[C@H]2C13)C(C=C)=O)C1=CC=C(C=C1)C(C)C |o1:23| (S or R)-1-(5-(7-bromo-1H-benzo[d]imidazole-4-carbonyl)-2-(4-isopropylphenyl)-4,5,5a,6,8,9-hexahydro-1,2a,5,7-tetraazabenzo[cd]azulen-7(3H)-yl)prop-2-en-1-one